FC1([C@@H](CN(C1)C)NC1=NN2C(C(=N1)OC)=C(C(=C2)F)C=2C=CC1=C(N(N=N1)CCC(F)F)C2)F (R)-N-(4,4-difluoro-1-methylpyrrolidin-3-yl)-5-(1-(3,3-difluoropropyl)-1H-benzo[d][1,2,3]triazol-6-yl)-6-fluoro-4-methoxypyrrolo[2,1-f][1,2,4]triazin-2-amine